ClC=1C=CC=C(NC=2C(C(N=CC2)=O)=NNC=2SC=NN2)C1Cl 5,6-di-chloroanilino-3-(2-(1,3,4-thiadiazol-2-yl)hydrazono)pyridin-2-one